COC1=NN(C=C1C(=O)N1CC=2N=C(SC2C1)NC(=O)C=1C=NC(=CC1C1=C(C=CC=C1)OC)C)C N-[5-(3-methoxy-1-methyl-1H-pyrazole-4-carbonyl)-4H,5H,6H-pyrrolo[3,4-d][1,3]thiazol-2-yl]-4-(2-methoxyphenyl)-6-methylpyridine-3-carboxamide